N1C=NC=C1CN1C(CCC(CC1)CCC)=O 1-(1H-imidazol-5-ylmethyl)-5-propylazepan-2-one